2-((1-(9-methyl-5-(4-(2,2,2-trifluoroethyl)piperazin-1-yl)-[1,2,4]triazolo[4,3-c]quinazolin-7-yl)ethyl)amino)benzoic acid CC1=CC=2C=3N(C(=NC2C(=C1)C(C)NC1=C(C(=O)O)C=CC=C1)N1CCN(CC1)CC(F)(F)F)C=NN3